CC1=C(CSC2=C(N=NN2)C(=O)O)C=CC=C1 5-((2-methylbenzyl)thio)-1H-1,2,3-triazole-4-carboxylic acid